(1R,3S)-3-((2,4-dichloro-5-isopropoxyphenyl)carbamoyl)cyclopentane-1-carboxylic acid ClC1=C(C=C(C(=C1)Cl)OC(C)C)NC(=O)[C@@H]1C[C@@H](CC1)C(=O)O